C(=O)O.COCCN(CCC[C@H](C(C)C)N1CC2(C1)CN(CC2)C=2N=CN=NC2OC2=C(C(=O)N(C(C)C)CC)C=C(C=C2)F)CCOC (R)-2-((5-(2-(6-(bis(2-methoxyethyl)amino)-2-methylhex-3-yl)-2,6-diazaspiro[3.4]oct-6-yl)-1,2,4-triazin-6-yl)oxy)-N-ethyl-5-fluoro-N-isopropylbenzamide formate